N-(4-amino-1H-pyrazolo[4,3-c]pyridin-7-yl)-2-((2R,5S)-5-methyl-2-(quinolin-7-yl)piperidin-1-yl)-2-oxoacetamide NC1=NC=C(C2=C1C=NN2)NC(C(=O)N2[C@H](CC[C@@H](C2)C)C2=CC=C1C=CC=NC1=C2)=O